2-(2-phenylbutyl)epoxyethane C1(=CC=CC=C1)C(CC1CO1)CC